2-dodecene-1-sulfonic acid sodium salt [Na+].C(C=CCCCCCCCCC)S(=O)(=O)[O-]